C(=O)(OC(C)(C)C)N[C@H](CC(=O)O)C(=O)O boc-D-aspartic acid